FC1=C2C(=CNC2=C(C=C1)N1CCC(CC1)C1=CC=C(C=C1)N1CCC(CC1)C=O)C#N 4-Fluoro-7-{4-[4-(4-formylpiperidin-1-yl)phenyl]piperidin-1-yl}-1H-indole-3-carbonitrile